(1S,3S)-3-((6-(5-(((((R)-1-cyclopropylethoxy)carbonyl)amino)methyl)-1-methyl-1H-1,2,3-triazol-4-yl)-2-methylpyridin-3-yl)oxy)cyclohexane-1-carboxylic acid C1(CC1)[C@@H](C)OC(=O)NCC1=C(N=NN1C)C1=CC=C(C(=N1)C)O[C@@H]1C[C@H](CCC1)C(=O)O